ClC(CCCCl)O 1,4-dichloro-1-butanol